C(C)(C)(C)OC(=O)N1[C@@H](CN(CC1)C=1C=C2C=CN=C(C2=CC1)Cl)C (R)-4-(1-chloroisoquinolin-6-yl)-2-methylpiperazine-1-carboxylic acid tert-butyl ester